C1NCC12CCN(CC2)C2=CC=C(N=N2)C2=C(C=C(C=C2C)C)O 2-[6-(2,7-diazaspiro[3.5]nonan-7-yl)pyridazin-3-yl]-3,5-dimethyl-phenol